1-(4-amino-3-methyl-1H-pyrazol-1-yl)-2-methylpropan NC=1C(=NN(C1)CC(C)C)C